(S)-3-(3-chloro-4-fluorophenyl)-1-((1-methoxyisoquinolin-4-yl)methyl)-1-methylurea ClC=1C=C(C=CC1F)NC(N(C)CC1=CN=C(C2=CC=CC=C12)OC)=O